C(#N)[C@H](CC1=CC=C(C=C1)C=1C=CC2=C(N(C(O2)=O)C)C1)NC(=O)C1CNCCC(CC1)O N-[(1S)-1-cyano-2-[4-(3-methyl-2-oxo-2,3-dihydro-1,3-benzoxazol-5-yl)phenyl]ethyl]-6-hydroxyazocane-3-carboxamide